benzyl 6,6-difluoro-2,8-diazaspiro[4.5]decane-2-carboxylate FC1(C2(CCN(C2)C(=O)OCC2=CC=CC=C2)CCNC1)F